C(C1=CC=CC=C1)O[C@H](C=C)[C@H]1N(C(OC1)(C)C)C(=O)OC(C)(C)C tert-butyl (S)-4-((R)-1-(benzyloxy)allyl)-2,2-dimethyloxazolidine-3-carboxylate